CN(CCCCCCCCCCC)C N,N-dimethylundecane-1-amine